C1(CCC1)N1CCN(CC1)C1CCN(CC1)C1=CC(=C(C=C1CC)NC1=NC(=NC=N1)NC=1C(=C2N=CC=NC2=CC1)P(C)C)OC (6-((4-((4-(4-(4-cyclobutylpiperazin-1-yl)piperidin-1-yl)-5-ethyl-2-methoxyphenyl)amino)-1,3,5-triazin-2-yl)amino)quinoxalin-5-yl)dimethylphosphine